NC=1C=CC2=C(N(C(O2)=O)C)C1 5-amino-3-methyl-1,3-benzoxazol-2(3H)-one